FC=1C=C(C=C(C1)F)C(C)OC=1C=C2C(=NNC2=CC1)C1=NC2=C(N1)CN(C2)C2CC(CCC2)N(C)C 3-(2-(5-(1-(3,5-difluorophenyl)ethoxy)-1H-indazol-3-yl)-4,6-dihydropyrrolo[3,4-d]imidazol-5(1H)-yl)-N,N-dimethylcyclohexane-1-amine